FC=1C=C2N(C(C(N(C2=CC1F)C)=O)=O)C 6,7-difluoro-1,4-dimethyl-1,4-dihydroquinoxaline-2,3-dione